C1(=CC=CC2=CC=CC=C12)OCC(=O)O (1-naphthoxy)acetic acid